BrC1=C(C2=C(NN=N2)C=C1)C 5-bromo-4-methyl-1H-benzotriazole